BrCC(=O)C1=CC(=CC=C1)OC 2-bromo-1-(3-methoxyphenyl)ethanone